2-[(2S,3R)-3-[tert-butyl-(dimethyl)silyl]Oxy-2-(cyclopentyloxy)-3-(3,5-dimethoxy-4-methyl-phenyl)propyl]-1H-benzimidazole-5-carboxylic acid methyl ester COC(=O)C1=CC2=C(NC(=N2)C[C@@H]([C@@H](C2=CC(=C(C(=C2)OC)C)OC)O[Si](C)(C)C(C)(C)C)OC2CCCC2)C=C1